C1(CCCCC1)C#CC=1C=CC(=C(C1)NC(=O)C1=CNC(C=C1C(F)(F)F)=O)C1CCN(CC1)C N-(5-(cyclohexylethynyl)-2-(1-methylpiperidin-4-yl)phenyl)-6-oxo-4-(trifluoromethyl)-1,6-dihydropyridine-3-carboxamide